2-Chloro-6-fluorobenzyl-3-oxo-3,4-dihydro-2H-benzo[b][1,4]thiazine-6-carboxylic acid ClC1=C(CC2C(NC3=C(S2)C=CC(=C3)C(=O)O)=O)C(=CC=C1)F